cetyl-(hexadecyl)trimethylammonium bromide [Br-].C(CCCCCCCCCCCCCCC)C[N+](C)(C)CCCCCCCCCCCCCCCC